OC1=C(C=C(C=C1)C)CC1=C(C(=CC(=C1)CC)CC1=C(C=CC(=C1)C)O)O 2,6-bis[(2-hydroxy-5-methylphenyl)methyl]-4-ethylphenol